CC=1C=2N(CCN1)C(=NC2)C2=NC(=NS2)C 8-methyl-3-(3-methyl-1,2,4-thiadiazol-5-yl)-5,6-dihydroimidazo[1,5-a]pyrazin